[Li].P(=O)(OC1=CC=CC=C1)(OC1=CC=CC=C1)OC1=CC=CC=C1 triphenyl phosphate lithium